N-(4-methoxy-2-methylphenyl)-6-((1-methoxybutan-2-yl)oxy)-2,5-dimethylpyrimidin-4-amine COC1=CC(=C(C=C1)NC1=NC(=NC(=C1C)OC(COC)CC)C)C